2-methoxyethyl (2R,5R)-3-((4-(benzo[d]oxazol-2-yloxy)-3-fluorophenyl)sulfonyl)-2-(((tetrahydro-2H-pyran-2-yl)oxy)carbamoyl)-3,8-diazabicyclo[3.2.1]octane-8-carboxylate O1C(=NC2=C1C=CC=C2)OC2=C(C=C(C=C2)S(=O)(=O)N2[C@H](C1CC[C@H](C2)N1C(=O)OCCOC)C(NOC1OCCCC1)=O)F